C(C)(C)(C)C1=CC=C(C=C1)NC(=O)C1(CC1)C(=O)NC1=CC=C(C=C1)C(C)(C)C N,N'-bis(4-tert-butylphenyl)cyclopropane-1,1-diamide